CN1C(=CC(=C1)NC(=O)C=1N(C=C(C1)NC(C1=CC=C(C=C1)C=CC=1C=NC2=CC=CC=C2C1)=O)C)C(=O)NCCC 1-methyl-4-(1-methyl-4-(4-(2-(quinolin-3-yl)vinyl)benzamido)-1H-pyrrole-2-carboxamido)-N-propyl-1H-pyrrole-2-carboxamide